phthalic anhydride thioglycolate C(CS)(=O)O.C1(C=2C(C(=O)O1)=CC=CC2)=O